FC=1C=CC(=C(C(=O)Cl)C1)Br 5-fluoro-2-bromobenzoyl chloride